5-(2-cyclopropyl-1-(3-(piperidin-1-yl)bicyclo[1.1.1]pentan-1-yl)-1H-imidazol-4-yl)-3-(trifluoromethoxy)pyridin-2-amine C1(CC1)C=1N(C=C(N1)C=1C=C(C(=NC1)N)OC(F)(F)F)C12CC(C1)(C2)N2CCCCC2